2,3-DICHLOROCINNAMALDEHYDE ClC1=C(C=CC=O)C=CC=C1Cl